C(#N)C1=CN(C2=CC(=CC=C12)NC(=O)C=1N=CNC(C1)=O)C1CCCC1 N-(3-cyano-1-cyclopentyl-1H-indol-6-yl)-6-oxo-1,6-dihydropyrimidine-4-carboxamide